3-(methylsulfonyl)-6-oxa-3-azabicyclo[3.1.0]hexane CS(=O)(=O)N1CC2OC2C1